CO[C@@H]1[C@@H]([C@H](O[C@H]1N2C=CC(=NC2=O)N)CO)O 2-O-methylcytidine